2-methyl-6-(1H-pyrazol-4-yl)morpholine CC1CNCC(O1)C=1C=NNC1